methyl N-[4-[2-oxo-6-[2-(trifluoromethyl)-1-piperidyl]-1H-pyridin-4-yl]-2-pyridyl]carbamate O=C1NC(=CC(=C1)C1=CC(=NC=C1)NC(OC)=O)N1C(CCCC1)C(F)(F)F